(1R,3S,5R)-2-(2-(3-acetyl-7-methyl-5-(2-methylpyrimidin-5-yl)-1H-indazol-1-yl)acetyl)-N-(1-cyclobutylpropan-2-yl)-5-methyl-2-azabicyclo[3.1.0]hexane-3-carboxamide C(C)(=O)C1=NN(C2=C(C=C(C=C12)C=1C=NC(=NC1)C)C)CC(=O)N1[C@@H]2C[C@@]2(C[C@H]1C(=O)NC(CC1CCC1)C)C